FC=1C=C(C=CC1OC)C1=CC(=C2C=CNC2=C1)C1=CC(=C(C(=C1)OC)OC)OC 6-(3-fluoro-4-methoxyphenyl)-4-(3,4,5-trimethoxyphenyl)-1H-indole